acrylic acid monomethylaminopropyl ester CNCCCOC(C=C)=O